BrC=1C(=C(C=CC1)NC1=NC=NC2=CC3=C(C=C12)O[C@@H](CO3)CCN3CCCC3)F |r| (±)-N-(3-Bromo-2-fluorophenyl)-7-[2-(pyrrolidin-1-yl)ethyl]-7,8-dihydro[1,4]dioxino[2,3-g]quinazolin-4-amine